trans-(2S)-(tert-butoxycarbonylamino)-2-(4-methylcyclohexyl)acetic acid C(C)(C)(C)OC(=O)N[C@H](C(=O)O)[C@@H]1CC[C@H](CC1)C